N-{(6R,7aR)-2-[4-(2,6-difluorophenyl)-5-fluoro-6-methyl-1,2-benzoxazol-3-yl]-7,7-difluoro-3-oxohexahydro-1H-pyrrolo[1,2-c]imidazol-6-yl}ethanesulfonamide FC1=C(C(=CC=C1)F)C1=C(C(=CC2=C1C(=NO2)N2C(N1[C@H](C2)C([C@@H](C1)NS(=O)(=O)CC)(F)F)=O)C)F